C(CCCCCCC\C=C/C\C=C/CCCCC)OC(CCCBr)=O 4-Bromobutyric acid-(10Z,12Z)-octadec-9,12-dien-1-yl ester